C(C)(=O)N1CCC(CC1)(O)C1=CC/2=C(N(C=N\C2=N/[C@H](C)C2=C(C(=CC=C2)C(F)(F)F)C)C)C(N1C)=O (R,Z)-6-(1-acetyl-4-hydroxypiperidin-4-yl)-1,7-dimethyl-4-((1-(2-methyl-3-(trifluoromethyl)phenyl)ethyl)imino)-1,7-dihydropyrido[3,4-d]pyrimidin-8(4H)-one